C(C)(C)(C)C=1C=C(C=C(C1O)C(C)(C)C)CCC(=O)OCCSCCOC(CCC1=CC(=C(C(=C1)C(C)(C)C)O)C(C)(C)C)=O Thiodiethylene bis[3-(3,5-di-tert-butyl-4-hydroxy phenyl)propionate]